S1C2=C(C(=C1)C(C(=O)NC(C)(C)C)N(C(=O)C=1N=C(SC1)C#C)C1=C(C=CC=C1F)F)C=CC=C2 N-(1-(benzo[b]thiophen-3-yl)-2-(tert-butylamino)-2-oxoethyl)-N-(2,6-difluorophenyl)-2-ethynyl-4-thiazole-carboxamide